2-[4-(3-chloro-N-methylanilino)phenoxy]pyrido[3,4-d]pyrimidin-4-ol ClC=1C=C(N(C)C2=CC=C(OC=3N=C(C4=C(N3)C=NC=C4)O)C=C2)C=CC1